(8-(4-(trifluoromethyl)phenyl)imidazo[1,2-a]pyrazin-6-yl)methanol FC(C1=CC=C(C=C1)C=1C=2N(C=C(N1)CO)C=CN2)(F)F